(3R,4S)-tert-butyl 3-((6-(7-methoxy-6-(1-methyl-1H-pyrazol-4-yl)imidazo[1,2-a]pyridin-3-yl)pyridin-2-yl)amino)-4-(trifluoromethyl)pyrrolidine-1-carboxylate COC1=CC=2N(C=C1C=1C=NN(C1)C)C(=CN2)C2=CC=CC(=N2)N[C@H]2CN(C[C@@H]2C(F)(F)F)C(=O)OC(C)(C)C